4-{6-bromo-1-[5-(difluoromethyl)-1,3,4-thiadiazol-2-yl]indazol-4-yl}piperazine-1-carbonyl chloride BrC1=CC(=C2C=NN(C2=C1)C=1SC(=NN1)C(F)F)N1CCN(CC1)C(=O)Cl